C(C)(=O)C1=C2C(C(=NN(C2=CC=C1)C1=CC(=NC=C1)OC(F)F)C(=O)OCC)=O ethyl 5-acetyl-1-[2-(difluoromethoxy)-4-pyridyl]-4-oxo-cinnoline-3-carboxylate